FC=1C=C(C(=NC1)OC=1C=CC=2N(N1)C=C(N2)C(=O)NC2(CCS(CC2)(=O)=O)C)OCC(F)(F)F 6-[[5-Fluoro-3-(2,2,2-trifluoroethoxy)-2-pyridyl]oxy]-N-(4-methyl-1,1-dioxo-thian-4-yl)imidazo[1,2-b]pyridazine-2-carboxamide